(6-bromo-2-pyridinyl)hydrazine BrC1=CC=CC(=N1)NN